CS(=O)(C=1C=NC=CC1)=NC1=NC(=NC(=C1)N1[C@@H](COCC1)C)C1=C2C(=NC=C1)NC=C2 Methyl((6-((R)-3-methylmorpholino)-2-(1H-pyrrolo[2,3-b]-pyridin-4-yl)pyrimidin-4-yl)imino)(pyridin-3-yl)-λ6-sulfanone